C(C=CCCCCCCCCCCCCCCC)(=O)OC[C@@H](OC(C=CCCCCCCCCCCCCCCC)=O)COP(=O)(O)OCC[N+](C)(C)C 1,2-di[(8Z)-octadecenoyl]-sn-glycero-3-phosphorylcholine